3-bromo-4'-chloro-1-(3-chloro-2-pyridyl)-2'-methyl-6'-(methylcarbamoyl)pyrazole-5-carboxanilide BrC1=NN(C(=C1)C(=O)NC1=C(C=C(C=C1C(NC)=O)Cl)C)C1=NC=CC=C1Cl